(R)-5-(4-((1-cyclopentyl-3-methyl-1H-pyrazol-4-yl)sulfonyl)-3-methylpiperazin-1-yl)-1-(4-fluorophenyl)-1H-indazole C1(CCCC1)N1N=C(C(=C1)S(=O)(=O)N1[C@@H](CN(CC1)C=1C=C2C=NN(C2=CC1)C1=CC=C(C=C1)F)C)C